(1-(3-cyano-4-(4-cyano-3-fluorophenyl)pyridin-2-yl)piperidin-4-yl)carbamic acid tert-butyl ester C(C)(C)(C)OC(NC1CCN(CC1)C1=NC=CC(=C1C#N)C1=CC(=C(C=C1)C#N)F)=O